dimethacrylate CC(CCOC(=O)C(=C)C)OC(=O)C(=C)C